Cl.C(#N)C(C(=O)N(C1CCOCC1)CC)=CC1=CC=C2CCNCC2=C1 2-cyano-N-ethyl-N-(tetrahydro-2H-pyran-4-yl)-3-(1,2,3,4-tetrahydroisoquinolin-7-yl)acrylamide hydrochloride